FC1(CNCCC1C1=CC2=C(N=C(S2)C2=CC3=CN(N=C3C(=C2)F)C)S1)F 5-[5-(3,3-difluoropiperidin-4-yl)thieno[2,3-d][1,3]thiazol-2-yl]-7-fluoro-2-methylindazole